FC1(C(CNCC1)C=1C=C(C(=NC1)OC)CN(C(OC(C)(C)C)=O)C)F tert-butyl ((5-(4,4-difluoropiperidin-3-yl)-2-methoxypyridin-3-yl)methyl)(methyl)carbamate